N-methyl-3-[methyl-[4-(o-tolyl)-2-oxo-pyrano[2,3-b]pyridin-7-yl]amino]propenamide CNC(C=CN(C1=CC=C2C(=N1)OC(C=C2C2=C(C=CC=C2)C)=O)C)=O